C(N)(=O)C1=CC(=C(C=C1)C1=CC(=CC=C1)CN1[C@H](COCC1)C(=O)N[C@@H](C)C1=CC=C(C(=O)O)C=C1)C 4-((S)-1-((R)-4-((4'-carbamoyl-2'-methyl-[1,1'-biphenyl]-3-yl)methyl)morpholine-3-carboxamido)ethyl)benzoic acid